BrC1=CC2=C(N=CN=C2N[C@H](C)C2=C(C(=CC=C2)C(F)F)F)C=N1 (R)-6-bromo-N-(1-(3-(difluoromethyl)-2-fluorophenyl)ethyl)pyrido[3,4-d]pyrimidin-4-amine